tert-butyl (1R,2'S,3r,3'R,5S)-2'-hydroxy-3'-((R)-5H-imidazo[5,1-a]isoindol-5-yl)-8-azaspiro[bicyclo[3.2.1]octane-3,1'-cyclobutane]-8-carboxylate O[C@@H]1C2(C[C@@H]1[C@H]1N3C(C4=CC=CC=C14)=CN=C3)C[C@H]3CC[C@@H](C2)N3C(=O)OC(C)(C)C